(R)-(4-Fluorophenyl)(1-(hydroxymethyl)-8-methyl-3-(3-methyl-1,2,4-thiadiazol-5-yl)-5,6-dihydroimidazo[1,5-a]pyrazin-7(8H)-yl)methanone FC1=CC=C(C=C1)C(=O)N1[C@@H](C=2N(CC1)C(=NC2CO)C2=NC(=NS2)C)C